2-(((tert-butyldimethylsilyl)oxy)methyl)-5-(2-isobutyramido-6-oxo-1,6-dihydro-9H-purin-9-yl)tetrahydrofuran-3,4-diyl bis(4-methylbenzenesulfonate) CC1=CC=C(C=C1)S(=O)(=O)OC1C(OC(C1OS(=O)(=O)C1=CC=C(C=C1)C)N1C=2N=C(NC(C2N=C1)=O)NC(C(C)C)=O)CO[Si](C)(C)C(C)(C)C